N[C@@H]1N(CCC2(C1)CC=1C=CC=C(C1C2)C#N)C2=CN=C1C(=N2)NN=C1N1CCCC2=NC=CC=C12 (R)-amino-1'-(3-(3,4-dihydro-1,5-naphthyridin-1(2H)-yl)-1H-pyrazolo[3,4-b]pyrazin-6-yl)-1,3-dihydrospiro[indene-2,4'-piperidine]-4-carbonitrile